3-methyl-5-(tetramethyl-1,3,2-dioxaborolan-2-yl)pyridazine CC=1N=NC=C(C1)B1OC(C(O1)(C)C)(C)C